C1(=C(C(=CC(=C1)C)C)N(C1=CC(=CC(=C1)N(C1=CC=CC=C1)C1=CC=CC=C1)N(C1=CC(=CC=C1)NC1=C(C=C(C=C1C)C)C)C1=C(C=C(C=C1C)C)C)C1=CC(=CC=C1)NC1=C(C=C(C=C1C)C)C)C N1,N3-dimesityl-N1,N3-bis(3-(mesitylamino)phenyl)-N5,N5-diphenylbenzene-1,3,5-triamine